FC1(C(CN(CC1)C(=O)OCC1=CC=CC=C1)C1=CN(C(C(=C1)CO)=O)CC(F)(F)F)F benzyl 4,4-difluoro-3-(5-(hydroxymethyl)-6-oxo-1-(2,2,2-trifluoroethyl)-1,6-dihydropyridin-3-yl)piperidine-1-carboxylate